triethyl-ammonium bicarbonate C([O-])(O)=O.C(C)[NH+](CC)CC